rac-4-(4-((3aR,6aR)-2-Benzyl-5-hydroxyoctahydrocyclopenta[c]pyrrol-5-yl)phenyl)-7-(4-(trifluoromethyl)phenyl)-2-naphthoic acid C(C1=CC=CC=C1)N1C[C@H]2[C@H](C1)CC(C2)(O)C2=CC=C(C=C2)C2=CC(=CC1=CC(=CC=C21)C2=CC=C(C=C2)C(F)(F)F)C(=O)O